FC(C=1C(=C(C=CC1)[C@@H](C)NC=1C2=C(N=C(N1)C)NC(C(=C2)C(=O)N(CC2=CC=CC1=CC=CC=C21)C)=O)F)F (R)-4-(1-(3-(difluoromethyl)-2-fluorophenyl)ethylamino)-N,2-dimethyl-N-(naphthalen-1-ylmethyl)-7-oxo-7,8-dihydropyrido[2,3-d]pyrimidine-6-carboxamide